tert-butyl 4-[(7-bromoquinoxalin-2-yl)oxymethyl]-4-fluoro-piperidine-1-carboxylate BrC1=CC=C2N=CC(=NC2=C1)OCC1(CCN(CC1)C(=O)OC(C)(C)C)F